NC1=NC=2C=C(C=CC2C2=C1N=C(N2CC(C)(C)OCCN)COCC)CC2=CC=C(C=C2)CC#N 2-(4-((4-amino-1-(2-(2-aminoethoxy)-2-methylpropyl)-2-(ethoxymethyl)-1H-imidazo[4,5-c]quinolin-7-yl)methyl)phenyl)acetonitrile